6-(2,8-dimethylimidazo[1,2-b]pyridazin-6-yl)-4-fluoro-2-(piperidin-4-yl)-2H-benzo[d][1,2,3]triazole CC=1N=C2N(N=C(C=C2C)C=2C=C(C=3C(=NN(N3)C3CCNCC3)C2)F)C1